1-(4-(6-chloro-7-(5-chloro-2-fluorophenyl)quinazolin-4-yl)piperazin-1-yl)prop-2-en-1-one ClC=1C=C2C(=NC=NC2=CC1C1=C(C=CC(=C1)Cl)F)N1CCN(CC1)C(C=C)=O